tert-butyl 4-(3-(1-(piperidin-4-yl)-1H-pyrazol-4-yl) quinoxalin-6-yl)-3,6-dihydropyridine-1(2H)-carboxylate N1CCC(CC1)N1N=CC(=C1)C=1C=NC2=CC=C(C=C2N1)C=1CCN(CC1)C(=O)OC(C)(C)C